6,6-dimethyl-8,11-dioxadispiro[3.2.47.24]tridecan-2-one CC1(CC2(CC(C2)=O)CCC12OCCO2)C